C(C)C1(CNCCC1)O 3-ethylpiperidin-3-ol